methyl N-[5-[6-[(4-fluoro-3-methoxy-phenyl)-[2-(methylamino)-2-oxo-ethyl]carbamoyl] imidazo[1,2-a]pyridin-3-yl]-2-pyridyl]carbamate FC1=C(C=C(C=C1)N(C(=O)C=1C=CC=2N(C1)C(=CN2)C=2C=CC(=NC2)NC(OC)=O)CC(=O)NC)OC